1-[4-(pentafluoro-λ6-sulfanyl)phenyl]pyrazolo[4,3-b]pyridine-3-carbonitrile FS(C1=CC=C(C=C1)N1N=C(C2=NC=CC=C21)C#N)(F)(F)(F)F